COC(=O)C1=NC(=CC=C1)OCCOCCOC1=C(C=C(C(=C1)[N+](=O)[O-])C=O)Br.C(CCC)C1=CC=C(C=C1)C(=O)C1=C(C=C(C(=C1)O)O)Br (4-butylphenyl)(2-bromo-4,5-dihydroxyphenyl)methanone methyl-6-[2-[2-(2-bromo-4-formyl-5-nitro-phenoxy)ethoxy]ethoxy]pyridine-2-carboxylate